C(#N)C1=NC(=C2C=C(N=CC2=C1)N[C@@H]1C[C@H](CC1)NC(OC(C)(C)C)=O)NC(CC)CC Tert-butyl ((1S,3S)-3-((7-cyano-5-(pentan-3-ylamino)-2,6-naphthyridin-3-yl)amino)cyclopentyl)carbamate